COC1=CC=C(C=C1)[Se+](C1=CC=C(C=C1)OC)C1=CC=C(C=C1)OC tri(4-methoxyphenyl)selenonium